CC1=C(C(=CC=C1)C1=CC=C(C=C1)C(F)(F)F)C(=O)NCC1(NC(NC1=O)=O)C1=CC=NN1C methyl-N-{[4-(1-methyl-1H-pyrazol-5-yl)-2,5-dioxoimidazolidin-4-yl]methyl}-4'-(trifluoromethyl)[biphenyl]-2-carboxamide